tert-butyl (1R,4R,5R)-5-((3-amino-6-(2-cyanoethyl)-2-(3-(dimethylamino)azetidin-1-yl)-8-fluoro-7-(3-hydroxynaphthalen-1-yl)quinolin-4-yl)amino)-2-azabicyclo[2.1.1]hexane-2-carboxylate NC=1C(=NC2=C(C(=C(C=C2C1N[C@@H]1[C@H]2CN([C@@H]1C2)C(=O)OC(C)(C)C)CCC#N)C2=CC(=CC1=CC=CC=C21)O)F)N2CC(C2)N(C)C